2-[6-[5-[(1S)-1-[[6-chloro-8-(trifluoromethyl)quinazolin-4-yl]amino]ethyl]-1,2,4-triazol-1-yl]pyridazin-3-yl]oxyacetamide ClC=1C=C2C(=NC=NC2=C(C1)C(F)(F)F)N[C@@H](C)C1=NC=NN1C1=CC=C(N=N1)OCC(=O)N